6-[1-benzyl-3-(trifluoromethyl)-1H-pyrazol-4-yl]-5-(p-chlorophenyl)-4-pyrimidinylamine C(C1=CC=CC=C1)N1N=C(C(=C1)C1=C(C(=NC=N1)N)C1=CC=C(C=C1)Cl)C(F)(F)F